3-methylsulfanyl-5-(1-methylsulfonyl-cyclopropyl)-1,2,4-triazine CSC=1N=NC=C(N1)C1(CC1)S(=O)(=O)C